FC1=C(C(=O)CC(=O)OCC)C=CC=C1 ethyl (2-fluorobenzoyl)acetate